C(CCCCCCCCCCCCC)C1=CNC(O1)=O 5-tetradecyloxazol-2(3H)-one